(S)-N-(2-methyl-5-(2-(2-methylpyrrolidin-1-yl)acetamido)pyridin-3-yl)-2-(2-oxoindolin-4-yl)-1H-pyrrolo[2,3-b]pyridine-5-carboxamide CC1=NC=C(C=C1NC(=O)C=1C=C2C(=NC1)NC(=C2)C2=C1CC(NC1=CC=C2)=O)NC(CN2[C@H](CCC2)C)=O